[2-ethyl-2-(4-fluorophenyl)cyclobutyl] (2S)-2-[(3-hydroxy-4-methoxy-pyridine-2-carbonyl) amino]propanoate OC=1C(=NC=CC1OC)C(=O)N[C@H](C(=O)OC1C(CC1)(C1=CC=C(C=C1)F)CC)C